C(C)(C)(C)OC(=O)N1CC(C1)C=1C=CC=2N(C1)N=CC2C(=O)O 6-(1-(tert-butoxycarbonyl)azetidin-3-yl)pyrazolo[1,5-a]pyridine-3-carboxylic acid